CC1=C(OC(C(=O)O)(C)C)C(=CC(=C1)CN1C2(CC2)CN(C1=O)C1=CC=C(C=C1)C(F)(F)F)C 2-(2,6-Dimethyl-4-((5-oxo-6-(4-(trifluoromethyl)phenyl)-4,6-diazaspiro[2.4]heptane-4-yl)methyl)phenoxy)2-methylpropanoic acid